7-chloro-2-(3-(2-((1,5-dimethyl-1H-pyrazol-3-yl)amino)-5-methylpyrimidin-4-yl)-1H-indol-7-yl)isoindolin-1-one ClC=1C=CC=C2CN(C(C12)=O)C=1C=CC=C2C(=CNC12)C1=NC(=NC=C1C)NC1=NN(C(=C1)C)C